Tri(benzylideneacetone) dipalladium (0) [Pd].[Pd].C(C1=CC=CC=C1)=CC(C)=O.C(C1=CC=CC=C1)=CC(C)=O.C(C1=CC=CC=C1)=CC(C)=O